2-(7-((6-(pyrrolidin-1-yl)-5-(trifluoromethyl)pyridin-3-yl)methoxy)-1,2,3,4-tetrahydrocyclopenta[b]indol-3-yl)acetic acid N1(CCCC1)C1=C(C=C(C=N1)COC1=CC=2C3=C(NC2C=C1)C(CC3)CC(=O)O)C(F)(F)F